3-cyclopropylidenepyrrolidine hydrochloride Cl.C1(CC1)=C1CNCC1